FC(S(=O)(=O)OC1=C(C(=NN1C1=C(C=C(C=C1)Cl)Cl)C(NN1CCCCC1)=O)CC)(F)F 1-(2,4-Dichlorophenyl)-4-Ethyl-3-(Piperidin-1-Ylcarbamoyl)-1H-Pyrazol-5-Yl Trifluoromethanesulfonate